ClC1=CC=C2C3(C(N(C2=C1F)C1=CC=NN1C)=O)CCCC3 6'-chloro-7'-fluoro-1'-(1-methyl-1H-pyrazol-5-yl)spiro[cyclopentane-1,3'-indoline]-2'-one